1-methyl-3-[(E)-2-(4,4,5,5-tetramethyl-1,3,2-dioxaborolan-2-yl)ethenyl]pyrazole CN1N=C(C=C1)\C=C\B1OC(C(O1)(C)C)(C)C